Di(octadecyl) thiodipropionate S(CCC(=O)OCCCCCCCCCCCCCCCCCC)CCC(=O)OCCCCCCCCCCCCCCCCCC